N-(2-(4-ethylpiperazin-1-yl)ethyl)nicotinamide C(C)N1CCN(CC1)CCNC(C1=CN=CC=C1)=O